ClC1=C(C(=NC(=C1C(F)(F)F)C)N)I 4-chloro-3-iodo-6-methyl-5-(trifluoromethyl)pyridin-2-amine